ClC1=NC2=CC(=C(C=C2C=N1)Cl)C1CCN(CC1)[C@@]1([C@@H](COC1)O)C |o1:18,19| (3S,4S) or (3R,4R)-4-(4-(2,6-dichloroquinazolin-7-yl)piperidin-1-yl)-4-methyltetrahydrofuran-3-ol